(E)-N-[(2S,4R)-4-[N-(biphenyl-2-ylmethyl)-N-2-methylpropylamino]-1-[2-(2,4-difluorobenzoyl)benzoyl]pyrrolidin-2-yl]methyl-3-[4-(2,4-dioxothiazolidin-5-ylidenemethyl)phenyl]acrylamide C1(=C(C=CC=C1)CN(CC(C)C)[C@@H]1C[C@H](N(C1)C(C1=C(C=CC=C1)C(C1=C(C=C(C=C1)F)F)=O)=O)CNC(\C=C\C1=CC=C(C=C1)C=C1C(NC(S1)=O)=O)=O)C1=CC=CC=C1